COCOC1=CC=CC=2C(=NOC21)C2C(NC(CC2)=O)=O 3-[7-(methoxymethoxy)-1,2-benzoxazol-3-yl]piperidine-2,6-dione